2-[(1,3-Benzodioxol-5-yloxy)methyl]benzoic acid O1COC2=C1C=CC(=C2)OCC2=C(C(=O)O)C=CC=C2